(5-methoxyindan-1-yl)methanamine COC=1C=C2CCC(C2=CC1)CN